BrCC1=CC(=NC=C1)C(=O)NC 4-(bromomethyl)-N-methylpyridine-2-carboxamide